sodium pentadeca-14-ene-1-sulfonate C(CCCCCCCCCCCCC=C)S(=O)(=O)[O-].[Na+]